C1(CCCCC1)C([C@@H](C(=O)NC1=C(C=C(C=C1)[C@@H](C(=O)NCCF)C)F)NC(=O)C1=CC=NN1C(C)C)C1CCCCC1 N-((S)-1,1-dicyclohexyl-3-((2-fluoro-4-((S)-1-((2-fluoroethyl)amino)-1-oxopropan-2-yl)phenyl)amino)-3-oxopropan-2-yl)-1-isopropyl-1H-pyrazole-5-carboxamide